dimethyltin diacetate C(C)(=O)[O-].C(C)(=O)[O-].C[Sn+2]C